COC1=CC=C(CO[C@H]2COCC[C@H]2OC2=NC(=NC=C2C(F)(F)F)NC2=CC=C(C=C2)S(=O)(=O)N)C=C1 4-((4-(((3S,4R)-3-((4-methoxybenzyl)oxy)tetrahydro-2H-pyran-4-yl)oxy)-5-(trifluoromethyl)pyrimidin-2-yl)amino)benzenesulfonamide